FC([C@H]1[C@@](C1)(CO)NC(=O)C=1C(=NN2C1C=C(C=C2)OCC2=NC=CC=C2)C)F N-[cis-2-(difluoromethyl)-1-(hydroxymethyl)cyclopropyl]-2-methyl-5-[(pyridin-2-yl)methoxy]pyrazolo[1,5-a]pyridine-3-carboxamide